O1CCN(CC1)C1=CC=C(C=C1)NC1=NC=CC(=N1)C1=CC=C(C(=O)N2[C@@H](CCC2)C#N)C=C1 (S)-1-(4-(2-((4-morpholinophenyl)amino)pyrimidin-4-yl)benzoyl)pyrrolidine-2-carbonitrile